IC1=CSC2=C1N=C(N=C2)NC2=CC=C(C=C2)N2CCOCC2 7-iodo-N-(4-morpholinophenyl)thieno[3,2-d]pyrimidin-2-amine